C(C)(C)(C)OC(CS(=O)(=O)OC(C)(C)C)=O.NCC(=O)NC1=CC(=C(C=C1)OC1=C(C=C(C=C1)F)F)C=1C2=C(C(N(C1)C)=O)N(C=C2)S(=O)(=O)C2=CC=C(C)C=C2 2-amino-N-(4-(2,4-difluorophenoxy)-3-(6-methyl-7-oxo-1-tosyl-6,7-dihydro-1H-pyrrolo[2,3-c]pyridin-4-yl)phenyl)acetamide tert-butyl-2-(tert-butoxysulfonyl)-acetate